CC1(C2=C(C(C=3C4=CC=C(C=C4NC13)C#N)=O)C=CC(=C2)N2CCN(CC2)C2CCN(CC2)C)C 6,6-Dimethyl-8-[4-(1-methyl-piperidin-4-yl)-piperazin-1-yl]-11-oxo-6,11-dihydro-5H-benzo[b]carbazole-3-carbonitrile